C(C1=CC=CC=C1)OC1=C(/C=C/C2=CC=C(S2)C=O)C=CC(=C1)N(CC1=CC=C(C=C1)O)CC1=CC=C(C=C1)O (E)-5-[2-(benzyloxy)-4-[bis(4-hydroxybenzyl)amino]styryl]thiophene-2-carbaldehyde